ClCC1=NC(=NO1)[C@@H]1[C@H]2C=C(C[C@@H]12)C1=CC=C2C=CN=CC2=C1 |r| 5-(chloromethyl)-3-[rac-(1R,5R,6S)-3-(7-isoquinolinyl)-6-bicyclo[3.1.0]hex-3-enyl]-1,2,4-oxadiazole